FC1=C(C(=CC(=C1)I)F)C1NC(CC2=C1SC1=C2C=CC=C1)C 1-(2,6-difluoro-4-iodophenyl)-3-methyl-1,2,3,4-tetrahydrobenzo[4,5]thieno[2,3-c]pyridine